N-(Pyridin-3-yl)ethane-1-sulfonamide N1=CC(=CC=C1)NS(=O)(=O)CC